4-fluoro-3-hydroxy-8-methoxy-6H-benzo[c]chromen-6-one FC=1C(=CC=C2C3=C(C(OC12)=O)C=C(C=C3)OC)O